CCCC(CCCCCCCC)C1=C(C=CC=C1)O (4-Dodecyl)Phenol